CNC1=CC(=CC=C1)C(F)(F)F N-methyl-3-(trifluoromethyl)aniline